C(CCC)OCCCC.[Zr] zirconium dibutyloxide